2-methyl-1-(2-propan-2-ylpyrazolo[1,5-a]pyridin-3-yl)propan-1-one CC(C(=O)C=1C(=NN2C1C=CC=C2)C(C)C)C